tert-butyl 2-(5-(1-(2,6-dioxopiperidin-3-yl)-3-methyl-2-oxo-2,3-dihydro-1H-benzo[d]imidazol-5-yl)-1H-indazol-1-yl)acetate O=C1NC(CCC1N1C(N(C2=C1C=CC(=C2)C=2C=C1C=NN(C1=CC2)CC(=O)OC(C)(C)C)C)=O)=O